ClC1=CN(C=2N=C(N=C(C21)O[C@@H]2C[C@@H](N(C2)C(=O)OC(C)(C)C)C)NC2=CC(=NS2)C)COCC[Si](C)(C)C tert-butyl (2S,4R)-4-((5-chloro-2-((3-methylisothiazol-5-yl) amino)-7-((2-(trimethylsilyl) ethoxy) methyl)-7H-pyrrolo[2,3-d]pyrimidin-4-yl) oxy)-2-methylpyrrolidine-1-carboxylate